6-[5-[2-[(1-chloro-3-methoxy-6,7-dihydro-5H-cyclopenta[c]pyridin-6-yl)methylamino]ethyl]-2-oxo-1,3-oxazolidin-3-yl]-4H-pyrido[3,2-b][1,4]oxazin-3-one ClC1=NC(=CC2=C1CC(C2)CNCCC2CN(C(O2)=O)C=2C=CC=1OCC(NC1N2)=O)OC